S1C=NC2=C1C=CC(=C2)[C@@H]2NC[C@H](C(C2)=O)C |r| rac-(2R,5R)-2-(Benzo[d]thiazol-5-yl)-5-methylpiperidin-4-one